N-[3-(3-fluoro-4-triisopropylsilanyloxy-phenyl)prop-2-ynyl]Carbamic acid tert-butyl ester C(C)(C)(C)OC(NCC#CC1=CC(=C(C=C1)O[Si](C(C)C)(C(C)C)C(C)C)F)=O